(6-{[(Z)-(1-methyl-1H-5-tetrazolyl)(phenyl)methylene]aminooxymethyl}-2-pyridyl)carbamate CN1N=NN=C1\C(\C1=CC=CC=C1)=N/OCC1=CC=CC(=N1)NC([O-])=O